barium triborate B([O-])([O-])O.B(O)(O)O.B(O)(O)O.[Ba+2]